2,5-dihydroxy-N-(quinolin-6-yl)benzamide OC1=C(C(=O)NC=2C=C3C=CC=NC3=CC2)C=C(C=C1)O